[(3-chloro-2-methoxyphenyl)amino]-2-(3-{2-[(1R,3R,5R)-2-(prop-2-enoyl)-2-azabicyclo[3.1.0]hexan-3-yl]ethynyl}pyridin-4-yl)-1H,5H,6H,7H-pyrrolo[3,2-c]pyridin-4-one ClC=1C(=C(C=CC1)NN1C(=CC=2C(NCCC21)=O)C2=C(C=NC=C2)C#C[C@@H]2N([C@@H]1C[C@@H]1C2)C(C=C)=O)OC